2-[1-(trifluoromethyl)cyclopropyl]acetic acid FC(C1(CC1)CC(=O)O)(F)F